BrC=1C=C(C(=NC1)OC1=CC=C(C=C1)OC(F)(F)F)OC(C)C 5-bromo-3-isopropoxy-2-(4-(trifluoromethoxy)phenoxy)pyridine